BrC=1C=C(C[C@@H]2N(CC[C@@H]2NS(=O)(=O)CBr)C(=O)OC(C)(C)C)C=CC1 Tert-Butyl (2S,3S)-2-(3-bromobenzyl)-3-(((bromomethyl)sulfonyl)amino)pyrrolidine-1-carboxylate